ClC=1C2=C(N=CN1)C=NC(=N2)N2CCN(C1(CC1)C2)C(=O)OC(C)(C)C tert-Butyl 7-(4-chloropyrimido[5,4-d]pyrimidin-6-yl)-4,7-diazaspiro[2.5]octane-4-carboxylate